F[C@@H]1CN(CC[C@@H]1NC1=NN2C(C(=N1)OC(F)(F)F)=C(C=C2)C=2C=C1N=CC=NC1=CC2)CC(C)(O)C 1-((3R,4S)-3-fluoro-4-((5-(quinoxalin-6-yl)-4-(trifluoromethoxy)pyrrolo[2,1-f][1,2,4]triazin-2-yl)amino)piperidin-1-yl)-2-methylpropan-2-ol